1,4-dihydro-pentalene C1C=CC=2CC=CC12